C(CCCCCCCCCCCCCCC)S(=O)(=O)C1=CC=C(N)C=C1 4-hexadecylsulfonyl-aniline